CC=1C(=C(C=CC1)O)CC 3-methyl-ethyl-phenol